Br.ClC1=CC=C(C=C1)C1=C(C(=NS1)O)C1CCNCC1 5-(4-chlorophenyl)-4-(4-piperidyl)-3-hydroxyisothiazole hydrobromide